tert-butyl 3-(benzylamino)-4-((tert-butyldimethylsilyl)oxy)pyrrolidine-1-carboxylate C(C1=CC=CC=C1)NC1CN(CC1O[Si](C)(C)C(C)(C)C)C(=O)OC(C)(C)C